ethyl 3-[(4S)-6-chloro-4-[2-[5-[(6,7-difluoro-4-methylsulfanyl-1H-indol-5-yl)oxy]-2-fluoro-phenyl]-1H-imidazol-4-yl]-4-methyl-chroman-8-yl]propanoate ClC=1C=C2[C@@](CCOC2=C(C1)CCC(=O)OCC)(C)C=1N=C(NC1)C1=C(C=CC(=C1)OC=1C(=C2C=CNC2=C(C1F)F)SC)F